BrC1=CC=C(C=C1)[C@H]1[C@@H](C1)OC(CO)CO 2-((1R,2S)-2-(4-bromophenyl)cyclopropyloxy)propane-1,3-diol